2-((6-amino-3,5-dicyano-4-methoxypyridin-2-yl)thio)-2-phenylacetamide NC1=C(C(=C(C(=N1)SC(C(=O)N)C1=CC=CC=C1)C#N)OC)C#N